CNCCCNC N,N'-dimethyl-1,3-propanediamine